C(#N)CC=1C=C(C2=C(C(C=C(O2)S(=O)(=O)CC)=O)C1)C(C)NC1=C(C(=O)O)C=CC=C1 ((1-(6-(cyanomethyl)-2-(ethylsulfonyl)-4-oxo-4H-benzopyran-8-yl)ethyl)amino)benzoic acid